CC(COC(C(CO)(C)C)=O)(CO)C 2,2-dimethyl-3-hydroxypropyl-2,2-dimethyl-3-hydroxypropionate